BrC1=CC(=C(C=C1)[C@@H]1N([C@@H](CC2=C(C(=CC=C12)N)C)C)CC(F)(F)F)OC (1R,3R)-1-(4-bromo-2-methoxyphenyl)-3,5-dimethyl-2-(2,2,2-trifluoroethyl)-1,2,3,4-tetrahydroisoquinolin-6-amine